BrC=1C=CC(=C(C1)N[C@@H](CO)C)[N+](=O)[O-] (R)-2-((5-bromo-2-nitrophenyl)amino)propan-1-ol